(6-(4-Benzenecarbonyl)-3-hydroxypiperidine-2-carbonyl)glycine methyl ester COC(CNC(=O)C1NC(CCC1O)C(=O)C1=CC=CC=C1)=O